(R)-2-(1-(3-((2-(1,3-dimethyl-1H-pyrazol-4-yl)pyrimidin-4-yl)amino)-5-isopropylisoquinolin-8-yl)azetidin-3-yl)tetrahydrothiophene 1,1-dioxide CN1N=C(C(=C1)C1=NC=CC(=N1)NC=1N=CC2=C(C=CC(=C2C1)C(C)C)N1CC(C1)[C@@H]1S(CCC1)(=O)=O)C